CCCCC/C=C\\C/C=C\\C/C=C\\C=C\\[C@H](CCCC(=O)O)OO The molecule is an icosatetraenoic acid in which the double bonds are located at the 6-7, 8-9, 11-12, and 14-15 positions and have E, Z, Z, and Z geometry, respectively, and in which the pro-S hydrogen is substituted by a hydroperoxy group. It has a role as a mouse metabolite. It derives from an icosa-6,8,11,14-tetraenoic acid. It is a conjugate acid of a 5(S)-HPETE(1-).